8,13-dimethyleicosadiene-8,12-diene CC(CCCC=CC=C)=CCCC=C(CCCCCCC)C